(S)-4-ethoxy-6-(1-(7-(2-(ethyl(methyl)amino)ethyl)-5-(5-methoxy-2-methylpyridin-3-yl)-1-oxo-3,4-dihydroisoquinolin-2(1H)-yl)ethyl)nicotinonitrile C(C)OC1=CC(=NC=C1C#N)[C@H](C)N1C(C2=CC(=CC(=C2CC1)C=1C(=NC=C(C1)OC)C)CCN(C)CC)=O